tert-butyl 7-(6-chloropyridazin-3-yl)-4,7-diazaspiro[2.5]-octane-4-carboxylate ClC1=CC=C(N=N1)N1CCN(C2(CC2)C1)C(=O)OC(C)(C)C